N1CC(C1)C=1C=CC(=NC1)C1CC(C1)C(F)(F)F 5-(azetidin-3-yl)-2-[3-(trifluoromethyl)cyclobutyl]Pyridine